N-acryloyltris(hydroxymethyl)-methylamine C(C=C)(=O)NC(CO)(CO)CO